O1C=C(C2=C1C=CC=C2)C[C@H](NC(=O)OCCC2=CC(=CC=C2)C=C(C(=O)N2[C@@H](COC[C@H]2C)C)C#N)B(O)O ((R)-2-(benzofuran-3-yl)-1-(((3-(2-cyano-3-((3R,5R)-3,5-dimethylmorpholino)-3-oxoprop-1-en-1-yl)phenethoxy)carbonyl)amino)ethyl)boronic acid